ClC1=CC=C2C(=N1)SC=C2S(=O)(=O)NC2=NC=C(C(=N2)OC)OCCF 6-chloro-N-[5-(2-fluoroethoxy)-4-methoxy-pyrimidin-2-yl]thieno[2,3-b]pyridine-3-sulfonamide